N1=NC(=CC=C1)CCCCC(CC(CCCC)=O)=O pyridazinylundecane-5,7-dione